tert-butyl (2-((2-(2,6-dioxopiperidin-3-yl)-1-oxoisoindolin-5-yl)oxy)ethyl)carbamate O=C1NC(CCC1N1C(C2=CC=C(C=C2C1)OCCNC(OC(C)(C)C)=O)=O)=O